3-[(3-chloro-2-fluorophenyl)sulfinyl]-4-[5-(2-chloro-4-methylbenzyl)-5,6-dihydro-4H-1,2,4-oxadiazin-3-yl]quinoline ClC=1C(=C(C=CC1)S(=O)C=1C=NC2=CC=CC=C2C1C1=NOCC(N1)CC1=C(C=C(C=C1)C)Cl)F